methyl 2-bromo-5-hydroxy-7-tosyl-7,8-dihydro-1,7-naphthyridine-6-carboxylate BrC1=NC=2CN(C(=C(C2C=C1)O)C(=O)OC)S(=O)(=O)C1=CC=C(C)C=C1